gamma-terpineol acetate C(C)(=O)OC1(C)CCC(=C(C)C)CC1